C(C1=CC=CC=C1)N(C1=NC2=C(N1)C=C(C=C2C(=O)OC)Br)C(=O)OC(C)(C)C methyl 2-(benzyl(tert-butoxycarbonyl)amino)-6-bromo-1H-benzo[d]imidazole-4-carboxylate